BrC1=CC=C(C=C1)[C@@H]1[C@@H]2CN(C[C@H]([C@H](CN2[C@@H]1CN(C)C)O)O)C(=O)NC1=CC=C(C=C1)OC (3S,4R,8R,9S,10S)-9-(4-bromophenyl)-10-((dimethylamino)methyl)-3,4-dihydroxy-N-(4-methoxyphenyl)-1,6-diazabicyclo[6.2.0]decane-6-carboxamide